ClC=1C=C(C=C(C1OC1=NNC(C(=C1)C(C)C)=O)Cl)N1N=C(C(NC1=O)=O)C(C(=O)OCC)C(=O)OCC 1,3-diethyl 2-(2-[3,5-dichloro-4-[(5-isopropyl-6-oxo-1H-pyridazin-3-yl)oxy]phenyl]-3,5-dioxo-4H-1,2,4-triazin-6-yl)propanedioate